BrC=1C(=C(C=CC1)C(C)C=1N=C(N2C1C=CC=C2)C2=C(C=CC(=C2)OC=2C(=C1C=CNC1=CC2F)F)F)F 1-(1-(3-Bromo-2-fluorophenyl)ethyl)-3-(5-((4,6-difluoro-1H-indol-5-yl)oxy)-2-fluorophenyl)imidazo[1,5-a]pyridine